2-(N,N-dimethylaminomethyl)phenylphenolate CN(C)CC1=C(C=CC=C1)C1=C(C=CC=C1)[O-]